C1(=CC=CC=C1)P(C1=CC=CC=C1)CCN(CCP(C1=CC=CC=C1)C1=CC=CC=C1)CCP(C1=CC=CC=C1)C1=CC=CC=C1 tris(diphenylphosphinoethyl)amine